5-chloro-2-fluoro-4-(((1s,4s)-4-hydroxycyclohexyl)amino)-N-(thiazol-2-yl)benzenesulfonamide ClC=1C(=CC(=C(C1)S(=O)(=O)NC=1SC=CN1)F)NC1CCC(CC1)O